C(C)(C)(C)OC(=O)N1CC(C1)C1=CN=CN(C1=O)C 3-(1-methyl-6-oxo-1,6-dihydropyrimidin-5-yl)azetidine-1-carboxylic acid tert-butyl ester